(E)-N-cyclohexyl-N-((E)-(cyclohexylimino)(piperidin-1-yl)methyl)-3-(2-hydroxyphenyl)acrylamide C1(CCCCC1)N(C(\C=C\C1=C(C=CC=C1)O)=O)/C(/N1CCCCC1)=N/C1CCCCC1